O=C1NC(CCC1N1C(C2=CC=CC(=C2C1=O)N1CC(C1)OC1=CC=C(C=C1)C(C)(C)C1=CC=C(OCC2=NC(=NC=C2)NS(=O)(=O)C)C=C1)=O)=O N-(4-((4-(2-(4-((1-(2-(2,6-dioxopiperidin-3-yl)-1,3-dioxoisoindolin-4-yl)azetidin-3-yl)oxy)phenyl)propan-2-yl)phenoxy)methyl)pyrimidin-2-yl)methanesulfonamide